N=1C=NN2C1C(=CC=C2)CCC[C@H]2C[C@H]1N(CCN(C1)C1=NC=C(C=C1)F)C2=O (7S,8aR)-7-(3-([1,2,4]triazolo[1,5-a]pyridin-8-yl)propyl)-2-(5-fluoropyridin-2-yl)hexahydropyrrolo[1,2-a]pyrazin-6(2H)-one